di-(4-aminopiperidin-1-yl)(3-(imidazo[1,2-a]pyridin-2-yl)phenyl)methanone NC1CCN(CC1)C1=C(C(=C(C=C1)C=O)N1CCC(CC1)N)C=1N=C2N(C=CC=C2)C1